P(OC1CC(N(C(C1)(C)C)C)(C)C)(OC1CC(N(C(C1)(C)C)C)(C)C)OC1CC(N(C(C1)(C)C)C)(C)C tris(1,2,2,6,6-pentamethyl-4-piperidyl) phosphite